ClC=1C(=NC=CC1C1=C(C(=CC=C1)C1=NC(=C(C=C1)CNC[C@H](C)O)OC)Cl)C=1C=C2CCN(CC2=C(C1)OC)CCC(=O)OC methyl (S)-3-(6-(3-chloro-4-(2-chloro-3-(5-(((2-hydroxypropyl)amino)methyl)-6-methoxypyridin-2-yl)phenyl)pyridin-2-yl)-8-methoxy-3,4-dihydroisoquinolin-2(1H)-yl)propanoate